1,2,4-oxadiazole trifluoroacetate FC(C(=O)O)(F)F.O1N=CN=C1